4-(4-(tert-butyl)phenoxy)-3-fluoro-N-methylbenzamide C(C)(C)(C)C1=CC=C(OC2=C(C=C(C(=O)NC)C=C2)F)C=C1